C1(=CC=CC=C1)C1=NN(C=C1)C1=NC=2N(C(=C1)N1CCOCC1)N=C(C2)C=2C=NNC2 4-[5-(3-phenylpyrazol-1-yl)-2-(1H-pyrazol-4-yl)pyrazolo[1,5-a]pyrimidin-7-yl]morpholine